ClC1=C(C=CC(=C1)OCC=1C(=NOC1C1CC1)C1=C(C=CC=C1Cl)Cl)C1(CNC1)O 3-(2-chloro-4-((5-cyclopropyl-3-(2,6-dichlorophenyl)isoxazol-4-yl)methoxy)phenyl)-3-hydroxyazetidin